BrC=1C=C2C=C(C=NC2=C(C1)F)C1(CCC1)O 1-(6-bromo-8-fluoroquinolin-3-yl)cyclobutan-1-ol